2-((6-phenylpyrimidin-4-yl)amino)butanoic acid C1(=CC=CC=C1)C1=CC(=NC=N1)NC(C(=O)O)CC